2-(1-benzyl-5-(benzyloxy)-4-oxo-1,4-dihydropyridazine-3-carbonyl)tetrahydropyridazine-1(2H)-carboxylic acid tert-butyl ester C(C)(C)(C)OC(=O)N1N(CCCC1)C(=O)C1=NN(C=C(C1=O)OCC1=CC=CC=C1)CC1=CC=CC=C1